FC=1C=C2C(C(=CN(C2=NC1N1CC2(COC2)C1)C1=C(C=C(C=C1F)F)F)C(=O)NC(C)C(C(F)(F)F)(F)F)=O 6-fluoro-7-(2-oxa-6-azaspiro[3.3]hept-6-yl)-4-oxo-N-[3,3,4,4,4-pentafluorobut-2-yl]-1-(2,4,6-trifluorophenyl)-1,4-dihydro-1,8-naphthyridine-3-carboxamide